2-(6-{5-chloro-2-[(oxacyclohex-4-yl)amino]pyrimidin-4-yl}-1-oxo-2,3-dihydro-1H-isoindol-2-yl)-N-cyclohexylacetamide ClC=1C(=NC(=NC1)NC1CCOCC1)C1=CC=C2CN(C(C2=C1)=O)CC(=O)NC1CCCCC1